FC(C=1C=C(C=CC1F)C=1C=C2C(=NC1)C=NN2CC(=O)N2C[C@@H](CC2)O)F |r| (Racemic)-(R,S)-2-[6-[3-(Difluoromethyl)-4-fluoro-phenyl]pyrazolo[4,3-b]pyridin-1-yl]-1-(3-hydroxypyrrolidin-1-yl)ethanone